1,1,1,3,3,3-Hexafluoropropan-2-yl (S)-1-(methyl(pyridin-2-yl)carbamoyl)-6-azaspiro[2.5]octan-6-carboxylat CN(C(=O)[C@H]1CC12CCN(CC2)C(=O)OC(C(F)(F)F)C(F)(F)F)C2=NC=CC=C2